Cl.Cl.C(N)(=N)C1=CC=C(CNC([C@H](C)NC(=O)[C@@H]2NC[C@@H](C2)C2=CC=C(C=C2)C)=O)C=C1 (2R,4S)-N-((S)-1-((4-carbamimidoylbenzyl)amino)-1-oxopropan-2-yl)-4-(p-tolyl)pyrrolidine-2-carboxamide dihydrochloride